4-(trifluoromethyl)-2-mercaptopyrimidine FC(C1=NC(=NC=C1)S)(F)F